3-ethyl-3-(3-hydroxypropyl)oxymethyl-oxirane C(C)C1(CO1)COCCCO